N=1C(=CN2C1C1=CN=CC=C1C=C2)C2=CC=C(C=C2)CO (4-(imidazo[2,1-a][2,7]naphthyridin-2-yl)phenyl)methanol